tellurium-manganese [Mn].[Te]